4-((1r,3r,5s,6r)-6-(3-(4-fluorophenyl)-1-isopropyl-1H-pyrazol-5-yl)bicyclo[3.1.0]hexane-3-yl)-1,4-oxaazepane FC1=CC=C(C=C1)C1=NN(C(=C1)C1[C@H]2CC(C[C@@H]12)N1CCOCCC1)C(C)C